[N+](=O)([O-])C1=CC=CC=2CCC3=CC=CC=C3C12 4-nitro-9,10-dihydrophenanthrene